adenosyl-methionine butanedisulfonate C(CCCS(=O)(=O)O)S(=O)(=O)O.[C@@H]1([C@H](O)[C@H](O)[C@@H](CN[C@@H](CCSC)C(=O)O)O1)N1C=NC=2C(N)=NC=NC12